4-((1R,2S)-2-(cyclobutylamino)cyclopropyl)-N-(1-methyl-1H-pyrazol-4-yl)thiophene-2-carboxamide C1(CCC1)N[C@@H]1[C@H](C1)C=1C=C(SC1)C(=O)NC=1C=NN(C1)C